6-cyclopropyl-4-(4-fluoro-2-(4-methyl-4H-1,2,4-triazol-3-yl)phenyl)pyridineamide C1(CC1)C1=CC(=CC(=N1)C(=O)N)C1=C(C=C(C=C1)F)C1=NN=CN1C